OCC(C)(CO)NC(=O)C=1C=2C[C@@H]3[C@H](C2N(N1)C1=NC=CC(=C1)C#N)C3 (1aR,5aR)-2-(4-Cyano-pyridin-2-yl)-1a,2,5,5a-tetrahydro-1H-2,3-diaza-cyclopropa[a]pentalene-4-carboxylic acid (2-hydroxy-1-hydroxymethyl-1-methyl-ethyl)-amide